COC1=C(C(=O)NN)C=C(C=C1)OC 2,5-dimethoxybenzoyl-hydrazine